OC1=C(C=C(C=C1)P(C)(C)=O)OC (4-hydroxy-3-methoxyphenyl)dimethylphosphine oxide